N-[(6-Amino-2-pyridyl)sulfonyl]-6-(2-methoxy-5-methylphenyl)-2-(2,4,6-trimethylphenoxy)pyridin-3-carboxamid NC1=CC=CC(=N1)S(=O)(=O)NC(=O)C=1C(=NC(=CC1)C1=C(C=CC(=C1)C)OC)OC1=C(C=C(C=C1C)C)C